N-((1R,2R,4S)-7-cyano-7-azabicyclo[2.2.1]heptan-2-yl)-4-((4-cyclopropyl-2-pyrimidinyl)amino)-2,3-difluorobenzamide C(#N)N1[C@H]2[C@@H](C[C@@H]1CC2)NC(C2=C(C(=C(C=C2)NC2=NC=CC(=N2)C2CC2)F)F)=O